1-BENZYL-3-TERT-BUTYL-5-CHLORO-1H-PYRAZOLE-4-CARBALDEHYDE C(C1=CC=CC=C1)N1N=C(C(=C1Cl)C=O)C(C)(C)C